3-(6-((3-methyloxetan-3-yl)oxy)pyridin-3-yl)-6-oxopyridazin-1(6H)-ylacetamide CC1(COC1)OC1=CC=C(C=N1)C1=NN(C(C=C1)=O)CC(=O)N